6-(6,7-dichloro-3-phenylquinoxalin-2-yl)-8-methyl-7-phenylpyrido[2,3-b]pyrazine ClC=1C=C2N=C(C(=NC2=CC1Cl)C=1C(=C(C=2C(=NC=CN2)N1)C)C1=CC=CC=C1)C1=CC=CC=C1